C(C)(=O)C=1C(=C(C(=C(C1)Cl)C#N)C1CN(C1)C(=O)OC(C)(C)C)OCC tert-Butyl 3-(3-acetyl-5-chloro-6-cyano-2-ethoxyphenyl)azetidine-1-carboxylate